(R)-1-(3,3-difluoro-4-((6-fluoro-5-(1-(3-fluoropropyl)-1H-benzo[d][1,2,3]triazol-6-yl)-4-methoxypyrrolo[2,1-f][1,2,4]triazin-2-yl)amino)pyrrolidin-1-yl)ethan-1-one FC1(CN(C[C@H]1NC1=NN2C(C(=N1)OC)=C(C(=C2)F)C=2C=CC1=C(N(N=N1)CCCF)C2)C(C)=O)F